CON=CC1=C(C(=CC=C1F)F)Br 2-bromo-3,6-difluorobenzaldehyde O-methyloxime